1-(4-(tert-butyl)naphthalen-2-yl)-7-neopentyl-4-nitrobenzo[4,5]thieno[2,3-c]pyridine C(C)(C)(C)C1=CC(=CC2=CC=CC=C12)C1=NC=C(C2=C1SC1=C2C=CC(=C1)CC(C)(C)C)[N+](=O)[O-]